FC=1C=2N(C=C(C1)NC(=O)C1=CC=C(C3=CN(N=C13)CC=C)N1CCN(CC1)C(=O)OC(C)(C)C)C=C(N2)C tert-butyl 4-[7-({8-fluoro-2-methylimidazo[1,2-a]pyridin-6-yl}carbamoyl)-2-(prop-2-en-1-yl)indazol-4-yl]piperazine-1-carboxylate